NC1CN(CC1)C1=CC=C(C=N1)CNC(=O)NC=1SC=C(N1)C(C)(C)C1=CC=C(C=C1)Br 1-((6-(3-aminopyrrolidin-1-yl)pyridin-3-yl)methyl)-3-(4-(2-(4-bromophenyl)-propan-2-yl)thiazol-2-yl)-urea